4-chloro-5-(4,4,5,5-tetramethyl-1,3,2-dioxaborolan-2-yl)pyridin-2-amine ClC1=CC(=NC=C1B1OC(C(O1)(C)C)(C)C)N